ClC1=C(OC2=C(C=CC=C2)[N+](=O)[O-])C=CC(=C1)Cl 2,4-dichlorophenoxynitrobenzene